C(C)(C)C(=C(C(=O)OC)C(C)C)C1=CC=CC=C1 Methyl Diisopropylcinnamate